(E)-1-methyl-3-(2-nitrovinyl)-1H-pyrazole CN1N=C(C=C1)\C=C\[N+](=O)[O-]